BrC1=CC(=NN1COCC[Si](C)(C)C)C(=O)N1CCC(CC1)C(=O)NC1CCC(CC1)C 1-(5-bromo-1-[[2-(trimethylsilyl)ethoxy]methyl]pyrazole-3-carbonyl)-N-(4-methylcyclohexyl)piperidine-4-carboxamide